4-[[(2R,3S,4R,5R)-3-[3,4-Difluoro-2-(trideuteriomethoxy)phenyl]-4,5-dimethyl-5-(trifluoromethyl)tetrahydrofuran-2-carbonyl]amino]-1-oxido-pyridin-1-ium-2-carboxamid FC=1C(=C(C=CC1F)[C@H]1[C@@H](O[C@]([C@@H]1C)(C(F)(F)F)C)C(=O)NC1=CC(=[N+](C=C1)[O-])C(=O)N)OC([2H])([2H])[2H]